tris(methoxy)-isopropyl-silicon CO[Si](C(C)C)(OC)OC